(S)-1-(3-(2-hydroxyethylsulfonyl)phenoxy)-3-((R)-8-(4-(pyridin-4-yl)benzenesulfonyl)-1-oxa-8-azaspiro[4.5]decan-3-ylamino)propan-2-ol OCCS(=O)(=O)C=1C=C(OC[C@H](CN[C@H]2COC3(C2)CCN(CC3)S(=O)(=O)C3=CC=C(C=C3)C3=CC=NC=C3)O)C=CC1